CN1N=CC=C1C=1C=C2CC3(C(NC2=CC1)=O)CN(CC3)C#N 6'-(1-methyl-1H-pyrazol-5-yl)-2'-oxo-1',4'-dihydro-2'H-spiro[pyrrolidine-3,3'-quinoline]-1-carbonitrile